((3aR,4R,6R,6aR)-6-(4-aminopyrrolo[2,1-f][1,2,4]triazin-7-yl)-6-cyano-2,2-dimethyltetrahydrofuro[3,4-d][1,3]dioxol-4-yl)methyl pivalate C(C(C)(C)C)(=O)OC[C@H]1O[C@@]([C@@H]2OC(O[C@@H]21)(C)C)(C#N)C2=CC=C1C(=NC=NN12)N